2,3,3',4'-Biphenyltetracarboxylic dianhydride C1=CC(=C2C(=C1)C(=O)OC2=O)C3=CC4=C(C=C3)C(=O)OC4=O